4-methyl-N'-(4-(trifluoromethyl)cyclohexylidene)benzenesulfonhydrazide CC1=CC=C(C=C1)S(=O)(=O)NN=C1CCC(CC1)C(F)(F)F